O1CC(CC1)CC=O 2-(tetrahydrofuran-3-yl)acetaldehyde